BrC1=CC=C(C=2C=CC3=C(C=CC=C3C12)Cl)Cl 4-bromo-1,8-dichlorophenanthrene